N[C@H](C(=O)O[C@@H]1C[C@H]2N(CCC3=CC(=C(C=C23)OC)OC)C[C@H]1CC(C)C)C (2R,3R,11bR)-9,10-dimethoxy-3-(2-methylpropyl)-1H,2H,3H,4H,6H,7H,11bH-pyrido[2,1-a]isoquinolin-2-yl (2S)-2-aminopropanoate